FC=1C=C2C(=NC1)N(C=C2I)S(=O)(=O)C2=CC=C(C)C=C2 5-fluoro-3-iodo-1-p-toluenesulfonyl-1H-pyrrolo[2,3-b]pyridine